(E)-N-(2-(3-amino-3-oxoprop-1-en-1-yl)benzo[b]thiophen-5-yl)-4-(tert-butyl)benzamide NC(/C=C/C1=CC2=C(S1)C=CC(=C2)NC(C2=CC=C(C=C2)C(C)(C)C)=O)=O